N-(quinoline-7-carbonyl)-O-(3-(2-(5,6,7,8-tetrahydro-1,8-naphthyridin-2-yl)ethyl)cyclobutyl)homoserine N1=CC=CC2=CC=C(C=C12)C(=O)N[C@@H](CCOC1CC(C1)CCC1=NC=2NCCCC2C=C1)C(=O)O